4-[(5S)-5-(3,5-dichlorophenyl)-4,5-dihydro-5-(trifluoromethyl)-3-isoxazoyl]-2-methyl-N-(cis-1-oxo-3-thiacyclobutyl)benzamide ClC=1C=C(C=C(C1)Cl)[C@@]1(CC(=NO1)C(=O)C1=CC(=C(C(=O)NC2C(CS2)=O)C=C1)C)C(F)(F)F